CC=1C=C(C#N)C=C(C1O)C (E)-3,5-dimethyl-4-hydroxy-benzonitrile